N([C@@H](CS)C(=O)O)N[C@H](C(=O)O)CC1=CC=C(O)C(O)=C1 cysteinodopa